CN1N=CC(=C1)C=1C=C(C=2N(C1)N=CC2)C=2C=NC(=CC2)N2CCNCC2 6-(1-Methyl-1H-pyrazol-4-yl)-4-(6-(piperazin-1-yl)pyridin-3-yl)pyrazolo[1,5-a]pyridin